(S)-N-(5-methyl-4-oxo-7-(8-oxa-2-azaspiro[4.5]decan-2-yl)-2,3,4,5-tetrahydrobenzo[b][1,4]oxazepin-3-yl)-4-phenoxypyridineamide CN1C2=C(OC[C@@H](C1=O)NC(=O)C1=NC=CC(=C1)OC1=CC=CC=C1)C=CC(=C2)N2CC1(CC2)CCOCC1